N1N=CC(=C1)C1=CC2=C(N=C(S2)NC2=NC=CC(=N2)C(=O)NC2CNCC2)C=C1 2-((6-(1H-pyrazol-4-yl)benzo[d]thiazol-2-yl)amino)-N-(pyrrolidin-3-yl)-4-pyrimidinecarboxamide